heptadec-8-en-2-one CC(CCCCCC=CCCCCCCCC)=O